C(C(=C)C)(=O)O.C(C(=C)C)(=O)O.OC1=CC=C(C=C1)C(C)(C)C1=CC=C(C=C1)O 2,2-bis(4-hydroxyphenyl)propane dimethacrylate